C(=O)O.ClC1=C(C(=O)NCC(N[C@@H]2CNCC2)=O)C=CC(=C1)NC=1C=2N(C=CN1)C(=CN2)C=2C(=NN(C2)CC#N)C(F)(F)F 2-chloro-4-[[3-[1-(cyanomethyl)-3-(trifluoromethyl)pyrazol-4-yl]imidazo[1,2-a]pyrazin-8-yl]amino]-N-[2-oxo-2-[[(3S)-pyrrolidin-3-yl]amino]ethyl]benzamide formate